N-(10-(2-((3r,5r,7r)-adamantan-1-yl)acetamido)decyl)-3-(N-(3-chloro-1H-indol-7-yl)sulfamoyl)benzamide C12(CC3CC(CC(C1)C3)C2)CC(=O)NCCCCCCCCCCNC(C2=CC(=CC=C2)S(NC=2C=CC=C3C(=CNC23)Cl)(=O)=O)=O